methyl 2-(3-amino-2,6-difluorophenyl)imidazo[4,3-b][1,3]thiazole-7-carboxylate NC=1C(=C(C(=CC1)F)C1=CN2C(S1)=C(N=C2)C(=O)OC)F